OO hydrogen (hydroxyl) oxide